N-[3-amino-5-fluoro-2-(3,3,3-trifluoropropyl)-4-pyridyl]-2-(3-nitro-2-oxo-1-pyridyl)acetamide NC=1C(=NC=C(C1NC(CN1C(C(=CC=C1)[N+](=O)[O-])=O)=O)F)CCC(F)(F)F